5-(difluoromethyl)-1'-[2-({7-oxo-8-[(trans)-3-(hydroxymethyl)cyclobutyl]-5,6,7,8-tetrahydro-1,8-naphthyridin-3-yl}oxy)ethyl]-1,2-dihydrospiro[indole-3,4'-piperidin]-2-one FC(C=1C=C2C(=CC1)NC(C21CCN(CC1)CCOC=1C=NC=2N(C(CCC2C1)=O)[C@@H]1C[C@H](C1)CO)=O)F